methyl-2-(2,2-difluoro-1-methylcyclopropyl)naphthalene CC1=C(C=CC2=CC=CC=C12)C1(C(C1)(F)F)C